3-(hexahydropyrrolo[3,4-c]pyrrol-2(1H)-yl)isoquinoline maleate salt C(\C=C/C(=O)O)(=O)O.C1N(CC2C1CNC2)C=2N=CC1=CC=CC=C1C2